7-(1-methyl-1,2,3-triazol-4-yl)-3-(1,2,5,6-tetrahydropyridin-3-yl)-1H-indazole CN1N=NC(=C1)C=1C=CC=C2C(=NNC12)C=1CNCCC1